trans-4-((5-(2-aminocyclopropyl)thiophen-2-yl)ethynyl)benzonitrile N[C@H]1[C@@H](C1)C1=CC=C(S1)C#CC1=CC=C(C#N)C=C1